ClC=1N=C(C2=C(N1)N(N=N2)[C@H]2[C@@H]([C@@H]([C@H](O2)COP(=O)(OC)CP(O)(O)=O)O)O)NCC2=C(C=CC=C2)Cl (((((2R,3S,4R,5R)-5-(5-chloro-7-((2-chlorobenzyl)amino)-3H-[1,2,3]triazolo[4,5-d]pyrimidin-3-yl)-3,4-dihydroxytetrahydrofuran-2-yl)methoxy)(methoxy)phosphoryl)methyl)phosphonic acid